BrC1=CN(C=2N=CN=C(C21)CO)C (5-Bromo-7-methyl-7H-pyrrolo[2,3-d]pyrimidin-4-yl)methanol